BrCC1=CC=2C(=NSN2)C=C1 5-(bromomethyl)benzo[c][1,2,5]thiadiazole